[Mg].[Ni].[Cu].[Ag] silver-copper-nickel-magnesium